N-methoxy-2,3-dihydrobenzofuran-4-carboxamide CONC(=O)C=1C=CC=C2C1CCO2